ClC=1C=C(C=CC1)C1=C(C=NN1CC(F)(F)F)C 5-(3-chlorophenyl)-4-methyl-1-(2,2,2-trifluoroethyl)-1H-pyrazole